(R)-3-(2-((3-((tert-butyldiphenylsilyl)oxy)-2,2-difluoropropyl)amino)propyl)-2-methylaniline [Si](C1=CC=CC=C1)(C1=CC=CC=C1)(C(C)(C)C)OCC(CN[C@@H](CC=1C(=C(N)C=CC1)C)C)(F)F